C1(=NC=CC2=CC=CC=C12)C(C)(C)N[S@](=O)C(C)(C)C (R)-N-(2-(isoquinolin-1-yl)prop-2-yl)-2-methylpropane-2-sulfinamide